3-[4-(3-Amino-1H-pyrazolo[3,4-b]pyrazin-5-yl)-benzylamino]-6-cyano-pyrazine-2-carboxylic acid [(S)-1-(3,4-difluorophenyl)-ethyl]-amide FC=1C=C(C=CC1F)[C@H](C)NC(=O)C1=NC(=CN=C1NCC1=CC=C(C=C1)C=1N=C2C(=NC1)NN=C2N)C#N